N-(3-butoxy)phenyl-N'-(3-(octahydroindolizin-7-yl)-1H-indol-5-yl)urea CCC(C)ON(C(=O)NC=1C=C2C(=CNC2=CC1)C1CCN2CCCC2C1)C1=CC=CC=C1